N-octadecyl-2-(3,4-diethoxyphenyl)-3,7-diethoxyquinolin-4-one C(CCCCCCCCCCCCCCCCC)N1C(=C(C(C2=CC=C(C=C12)OCC)=O)OCC)C1=CC(=C(C=C1)OCC)OCC